N1C=C(C2=CC=CC=C12)CCNCCCCCCCCCCCCCCCC(=O)NC1=CC=C(C=C1)C1=N[C@H](C=2N(C3=C1C(=C(S3)C)C)C(=NN2)C)CC(=O)OC(C)(C)C tert-butyl (S)-2-(4-(4-(16-((2-(1H-indol-3-yl)ethyl)amino)hexadecanamido)phenyl)-2,3,9-trimethyl-6H-thieno[3,2-f][1,2,4]triazolo[4,3-a][1,4]diazepin-6-yl)acetate